3-(2-methyl-1H-indol-3-yl)propionic acid CC=1NC2=CC=CC=C2C1CCC(=O)O